4-Bromo-3,5-dimethylpyrazol BrC=1C(=NNC1C)C